C(CCC)[As](CCCC)CCCC tributyl-arsine